OC(CN(C(C(=C)C)=O)CC(C)O)C N,N-Bis(2-hydroxypropyl)methacrylamide